methyl 5-amino-2',4'-difluoro-2-iodo-[1,1'-biphenyl]-4-carboxylate NC=1C(=CC(=C(C1)C1=C(C=C(C=C1)F)F)I)C(=O)OC